FC(C(=O)O)(F)F.NCC(CC=1N(C(NN1)=O)C1=NC=C(C=C1C)C=1C=NC(=CC1)C(F)(F)F)=C(F)F [2-(aminomethyl)-3,3-difluoro-allyl]-4-[3-methyl-5-[6-(trifluoromethyl)-3-pyridinyl]-2-pyridinyl]-1,2,4-triazol-3-one trifluoroacetate salt